C(C)(C)(C)OC(=O)N1C[C@@H]2[C@H](C1)CC(C2)OC(C2=CC=C(C=C2)[N+](=O)[O-])=O.CSC(C(=O)N2C(CCCC2)C=2NC(=CN2)C2=CC(=CC=C2)[N+](=O)[O-])C 2-(methylsulfanyl)-1-(2-(5-(3-nitrophenyl)-1H-imidazol-2-yl)piperidin-1-yl)propan-1-one tert-Butyl-(3aR,5s,6aS)-5-((4-nitrobenzoyl)oxy)hexahydrocyclopenta[c]pyrrole-2(1H)-carboxylate